2-[CYCLOPROPYL(PROPYL)AMINO]ACETALDEHYDE C1(CC1)N(CC=O)CCC